FC1=CC=C(C=C1)C1=C(CCC(C1)(C)C)CN1C2CN(CC1CC2)C=2C=C1CN(C(C1=CC2)=O)C2C(NC(CC2)=O)=O 3-(5-(8-((4'-fluoro-5,5-dimethyl-3,4,5,6-tetrahydro-[1,1'-biphenyl]-2-yl)methyl)-3,8-diazabicyclo[3.2.1]oct-3-yl)-1-oxoisoindolin-2-yl)piperidine-2,6-dione